4-[4-(2-tert-butoxy-2-oxo-ethyl)-4-hydroxy-1-piperidinyl]indoline-1-carboxylic acid benzyl ester C(C1=CC=CC=C1)OC(=O)N1CCC2=C(C=CC=C12)N1CCC(CC1)(O)CC(=O)OC(C)(C)C